OCC([C@@H](C[C@@H]1C(NCC1)=O)NC(=O)[C@H]1N(C[C@@H]2[C@H]1CCC2)C(=O)C=2NC1=CC=CC=C1C2)=O (1S,3aS,6aR)-N-((R)-4-hydroxy-3-oxo-1-((R)-2-oxopyrrolidin-3-yl)butan-2-yl)-2-(1H-indole-2-carbonyl)octahydrocyclopenta[c]pyrrole-1-carboxamide